(bromomethyl)-3-phenyl-1-(p-tolyl)-1H-pyrazole BrCC=1C(=NN(C1)C1=CC=C(C=C1)C)C1=CC=CC=C1